ClC1=NC2=CC=C(C=C2C(=N1)NCC1(COC1)N(CC1=CC=CC=C1)CC1=CC=CC=C1)C 2-chloro-N-((3-(dibenzylamino)oxetan-3-yl)methyl)-6-methylquinazolin-4-amine